(2-Trifluoromethyl-4-methoxycarbonylphenyl)-trimethylammonium trifluoromethanesulfonate FC(S(=O)(=O)[O-])(F)F.FC(C1=C(C=CC(=C1)C(=O)OC)[N+](C)(C)C)(F)F